tert-butyl-N-[4-[5-[4-(benzylcarbamoylamino)-2-(tert-butylsulfamoyl)phenyl]thiazol-2-yl]cyclohex-3-en-1-yl]carbamate C(C)(C)(C)OC(NC1CC=C(CC1)C=1SC(=CN1)C1=C(C=C(C=C1)NC(NCC1=CC=CC=C1)=O)S(NC(C)(C)C)(=O)=O)=O